1-(2-((2,2-difluorobenzo[d][1,3]dioxol-5-yl)amino)-5-methylpyridin-4-yl)-N-(1-(3-chlorophenyl)-2-hydroxyethyl)-1H-imidazole-4-carboxamide FC1(OC2=C(O1)C=CC(=C2)NC2=NC=C(C(=C2)N2C=NC(=C2)C(=O)NC(CO)C2=CC(=CC=C2)Cl)C)F